9-bromo-2-(2,6-dichlorophenyl)imidazo[2,1-f][1,6]naphthyridine BrC=1C=NC=2C=CN3C(C2C1)=NC(=C3)C3=C(C=CC=C3Cl)Cl